Cl.N(C(=N)N)C1=CC=C(C(=O)OC=2C=C3COC(C3=CC2)=O)C=C1 1-oxo-1,3-dihydroisobenzofuran-5-yl 4-guanidinobenzoate hydrochloride